1-Ethyl 4-[4-[3-(difluoromethyl)-4-[[5-[(1R,4R)-2-oxa-5-azabicyclo[2.2.1]heptan-5-yl]pyrazolo[1,5-a]pyrimidine-3-carbonyl]amino]pyrazol-1-yl]-1-piperidyl]benzoate FC(C1=NN(C=C1NC(=O)C=1C=NN2C1N=C(C=C2)N2[C@H]1CO[C@@H](C2)C1)C1CCN(CC1)C1=CC=C(C(=O)OCC)C=C1)F